C(C)(C)S(=O)(=O)N1CCC2(C[C@@H](OC2=O)CCN2CCN(CC2)C2=CC=C(C=C2)C)CC1 (R)-8-(isopropyl-sulfonyl)-3-(2-(4-(p-tolyl)piperazin-1-yl)ethyl)-2-oxa-8-azaspiro[4.5]decan-1-one